C(C(C)C)[Si](OC)(OC)C(C)(C)C isobutyl-t-butyldimethoxysilane